IC1=CNC2=C(C=CC=C12)OC 3-Iodo-7-methoxy-1H-indole